(4S)-3-[(5S)-5-(4-fluorophenyl)-5-hydroxy-1-oxopentyl]-4-phenyl-2-oxazolidinone FC1=CC=C(C=C1)[C@H](CCCC(=O)N1C(OC[C@@H]1C1=CC=CC=C1)=O)O